ClC1=NC=C(C=C1NS(=O)(=O)C)C=1C=C2C(=C(C=NC2=CC1)C#N)N[C@H](CO)C1=CC=CC=C1 (S)-N-(2-chloro-5-(3-cyano-4-((2-hydroxy-1-phenylethyl)amino)quinolin-6-yl)pyridin-3-yl)methanesulfonamide